pyrimido[4,5-d]-1,2,3-triazine N1=NN=CC2=C1N=CN=C2